C(C)(C)(C)OC(NC1COC2(C1)CCNCC2)=O 1-oxa-8-azaspiro[4.5]Dec-3-ylcarbamic acid (R)-tert-butyl ester